C[C@@H]1CCCC=C1 (R)-5-methyl-2,3,4,5-tetrahydrobenzene